(3-(2-((2-azaspiro[3.3]heptan-6-yl)amino)-5-(trifluoromethyl)pyrimidin-4-yl)-6-fluoro-1H-indol-7-yl)dimethylphosphine oxide C1NCC12CC(C2)NC2=NC=C(C(=N2)C2=CNC1=C(C(=CC=C21)F)P(C)(C)=O)C(F)(F)F